4-(((2-hydroxyethyl)(methyl)amino)-benzylidene)-cyanophenylacetonitrile OCCN(C)C(C1=CC=CC=C1)=C1CC=C(C=C1)C(C#N)C#N